C(C)N1N=C(C(=C1C1=NNC(=N1)C=1C=C(N2C1C=NC(=C2)C)C(=O)N)O)C 8-[3-(2-Ethyl-4-hydroxy-5-methyl-pyrazol-3-yl)-1H-1,2,4-triazol-5-yl]-3-methyl-pyrrolo[1,2-a]pyrazine-6-carboxamide